N[C@H]1CS(C2=C(N(C1=O)CC1=CC=C(C=C1)Cl)C=C(C(=C2)F)C2=NOC(=N2)C(CCCOCCOCCOCC#C)(C)C)(=O)=O (3R)-3-amino-5-[(4-chlorophenyl)methyl]-7-[5-[1,1-dimethyl-4-[2-(2-prop-2-ynoxyethoxy)ethoxy]butyl]-1,2,4-oxadiazol-3-yl]-8-fluoro-1,1-dioxo-2,3-dihydro-1lambda6,5-benzothiazepin-4-one